C1(=C(C=CC=C1)C1C2C=CC(C1)C2)C 5-tolylnorbornene